N1(CC1)CCC(C)=O 4-(1-aziridinyl)-2-butanone